COC(C1=C(C=CC=C1)NC=1N=NC(=CC1)N1C=NC=C1)=O 2-(6-(1H-imidazol-1-yl)pyridazin-3-ylamino)benzoic acid methyl ester